2-(2,6-dioxopiperidin-3-yl)-5-((3-(trans-3-(4-(6-(piperazin-1-yl)pyridin-2-yl)-1H-pyrazol-1-yl)cyclobutyl)propyl)amino)isoindoline-1,3-dione O=C1NC(CCC1N1C(C2=CC=C(C=C2C1=O)NCCC[C@@H]1C[C@H](C1)N1N=CC(=C1)C1=NC(=CC=C1)N1CCNCC1)=O)=O